C(C)OC1=CC2=C(N=C(S2)N)C=C1 6-ethoxy-1,3-benzothiazol-2-amine